N-(3-{5-cyclopentyl-2H-pyrazolo[3,4-b]pyridin-2-yl}-4-fluorophenyl)-3,3-difluoroazetidine-1-carboxamide C1(CCCC1)C1=CC=2C(N=C1)=NN(C2)C=2C=C(C=CC2F)NC(=O)N2CC(C2)(F)F